1-[5-[5-[(1R)-1-(3,5-dichloro-4-pyridyl)ethoxy]-1-tetrahydropyran-2-yl-indazol-3-yl]-3-fluoro-2-pyridyl]-3-tetrahydropyran-4-yl-azetidin-3-amine ClC=1C=NC=C(C1[C@@H](C)OC=1C=C2C(=NN(C2=CC1)C1OCCCC1)C=1C=C(C(=NC1)N1CC(C1)(N)C1CCOCC1)F)Cl